5-methoxybenzofuran-3(2H)-one COC=1C=CC2=C(C(CO2)=O)C1